Methyl (2R,3S,4S,5R)-3-(2-cyclobutoxy-3,4-difluorophenyl)-4,5-dimethyl-5-(trifluoromethyl)tetrahydrofuran-2-carboxylate C1(CCC1)OC1=C(C=CC(=C1F)F)[C@H]1[C@@H](O[C@]([C@H]1C)(C(F)(F)F)C)C(=O)OC